1,3,5-benzenetriyltris(1-phenyl-1H-benzimidazole) C1(=CC(=CC(=C1)C1=NC2=C(N1C1=CC=CC=C1)C=CC=C2)C2=NC1=C(N2C2=CC=CC=C2)C=CC=C1)C1=NC2=C(N1C1=CC=CC=C1)C=CC=C2